tert-butyl (Z)-(tert-butoxycarbonyl)(4-((2-(2,6-dioxopiperidin-3-yl)-1-oxoisoindolin-4-yl)(pent-3-en-1-yl)amino)butyl)carbamate C(C)(C)(C)OC(=O)N(C(OC(C)(C)C)=O)CCCCN(CC\C=C/C)C1=C2CN(C(C2=CC=C1)=O)C1C(NC(CC1)=O)=O